Tert-butyl (S)-(4-(3-(4-(2,4-difluorobenzyl)-1H-pyrazole-1-carboxamido)-5-methyl-4-oxo-2,3,4,5-tetrahydrobenzo[b][1,4]oxazepin-7-yl)-2,2-dimethylbut-3-yn-1-yl)carbamate FC1=C(CC=2C=NN(C2)C(=O)N[C@@H]2C(N(C3=C(OC2)C=CC(=C3)C#CC(CNC(OC(C)(C)C)=O)(C)C)C)=O)C=CC(=C1)F